(S)-3-((1,8-naphthyridin-3-yl)amino)pyrrolidine-1-carboxylic acid tert-butyl ester C(C)(C)(C)OC(=O)N1C[C@H](CC1)NC=1C=NC2=NC=CC=C2C1